C(C1=CC=CC=C1)OC1=C2C(=NC(=N1)N1CC(C1)C(=O)N)N(N=C2)C2=C(C=C(C=C2)F)F 1-[4-benzyloxy-1-(2,4-difluorophenyl)pyrazolo[3,4-d]pyrimidin-6-yl]azetidine-3-carboxamide